C1=C2N(CC(O1)C(=O)[O-])C=CN=C2 pyrazino[1,2-d][1,4]oxazine-3(4H)-carboxylate